rel-[(1S,2S)-2-[2-(dimethylamino)ethoxymethyl]cyclopropyl]methanol CN(CCOC[C@@H]1[C@H](C1)CO)C |o1:6,7|